C1(=CC=CC=C1)S(=O)(=O)OC=1C=C(C=CC1)NC(=O)NC1=CC(=CC=C1)OS(=O)(=O)C1=CC=CC=C1 N,N'-bis-[3-(benzenesulfonyloxy)phenyl]urea